2-(2-methoxyethyl)-1-oxo-1,2,3,4-tetrahydroisoquinoline-6-carboxamide COCCN1C(C2=CC=C(C=C2CC1)C(=O)N)=O